2-{[(1R)-1-(4-Chlorophenyl)-7-fluoro-5-{1-hydroxy-1-[trans-4-hydroxycyclohexyl]propyl}-1-[(2R)-2-hydroxypropoxy]-3-oxo-2,3-dihydro-1H-isoindol-2-yl]methyl}pyrimidin-5-carbonitril ClC1=CC=C(C=C1)[C@@]1(N(C(C2=CC(=CC(=C12)F)C(CC)([C@@H]1CC[C@H](CC1)O)O)=O)CC1=NC=C(C=N1)C#N)OC[C@@H](C)O